tert-Butyl 2-cyano-6,7-dihydro-4H-thiazolo[5,4-c]pyridine-5-carboxylate C(#N)C=1SC=2CN(CCC2N1)C(=O)OC(C)(C)C